methyl (S)-2-((tert-butoxycarbonyl)amino)-3-(2-(((S)-(4-chlorophenyl)(5-fluoro-2-hydroxyphenyl)methyl)carbamoyl)-6-methylpyridin-4-yl)propanoate C(C)(C)(C)OC(=O)N[C@H](C(=O)OC)CC1=CC(=NC(=C1)C)C(N[C@H](C1=C(C=CC(=C1)F)O)C1=CC=C(C=C1)Cl)=O